6,7-difluoro-4-(3-(1-(oxetan-3-yl)-1H-pyrazol-5-yl)-7,8-dihydro-1,6-naphthyridin-6(5H)-yl)quinazoline FC=1C=C2C(=NC=NC2=CC1F)N1CC=2C=C(C=NC2CC1)C1=CC=NN1C1COC1